7-{7-[(3S,4S)-3-fluoro-2,2,6,6-tetramethylpiperidin-4-yl]-7H-pyrrolo[2,3-c]pyridazin-3-yl}-3-methylquinoxalin-6-ol F[C@@H]1C(NC(C[C@@H]1N1C=CC2=C1N=NC(=C2)C2=C(C=C1N=C(C=NC1=C2)C)O)(C)C)(C)C